C(C)OC(C1=CC(=C(C=C1)\C=C\C(=O)OCC)C1OCCCO1)=O (E)-3-(1,3-dioxane-2-yl)-4-(3-ethoxy-3-oxoprop-1-enyl)benzoic acid ethyl ester